1-{3-[(3,3-dimethyloxetan-2-yl)methoxy]pyridin-4-yl}methanamine CC1(C(OC1)COC=1C=NC=CC1CN)C